1-[4-(ethyldiisopropoxysilyl)phenyl]1-phenylethene ruthenium (II) [Ru+2].C(C)[Si](C1=CC=C(C=C1)C(=C)C1=CC=CC=C1)(OC(C)C)OC(C)C